bromo-1-((2-(trimethylsilyl)ethoxy)methyl)-1H-pyrazole-3-carboxylic acid methyl ester COC(=O)C1=NN(C=C1Br)COCC[Si](C)(C)C